1,3-dimethylimidazolium chloride salt [Cl-].CN1C=[N+](C=C1)C